C(C)(C)(C)OC(CNC1=CC(=NC2=C(C(=CC=C12)Cl)Cl)C=1C=NNC1)=O (7,8-dichloro-2-(1H-pyrazol-4-yl)quinolin-4-yl)glycine tert-butyl ester